(S)-4-chloro-2-(1-((5-(difluoromethoxy)pyridin-2-yl)sulfonyl)piperidin-4-yl)-5-(((4,4-dioxido-1,4-oxathian-3-yl)methyl)amino)pyridazin-3(2H)-one ClC=1C(N(N=CC1NC[C@H]1COCCS1(=O)=O)C1CCN(CC1)S(=O)(=O)C1=NC=C(C=C1)OC(F)F)=O